ClC1=C(C=C(C=C1)NC(=O)NC1=CC=C(C=C1)OC1=CC=NC2=CC(=C3C(=C12)OCCO3)OCCCN(C)C)C(F)(F)F 1-(4-chloro-3-(trifluoromethyl)phenyl)-3-(4-((5-(3-(dimethylamino)propoxy)-2,3-dihydro-[1,4]dioxino[2,3-f]quinolin-10-yl)oxy)phenyl)urea